(1,2-dimyristoyloxypropan-3-yl)-N,N-dimethyl-N-hydroxyethyl-ammonium bromide [Br-].C(CCCCCCCCCCCCC)(=O)OCC(C[N+](CCO)(C)C)OC(CCCCCCCCCCCCC)=O